(6,7-dimethoxyquinolin-4-yloxy)pyrimidine-2-amine COC=1C=C2C(=CC=NC2=CC1OC)OC1=NC(=NC=C1)N